O=S1(CCN(CC1)C1=NC2=CC=C(C=C2C=C1)C=O)=O 2-(1,1-Dioxothiomorpholino)quinoline-6-carbaldehyde